FC(=CC1CC(NC1)=O)F 4-(difluorovinyl)-pyrrolidin-2-one